C(C1=CC=CC=C1)OC(=O)NC1CCC2(CCN(CC2)C[C@H]2CN(CC2)C(=O)OC(C)(C)C)CC1 (S)-tert-butyl 3-((9-(((benzyloxy)carbonyl)amino)-3-azaspiro[5.5]undec-3-yl)methyl)pyrrolidine-1-carboxylate